N-(2-cyclopropyl-2,2-difluoroethyl)-5-(3-isopropyl-2-methyl-3H-imidazo[4,5-b]pyridin-5-yl)-7H-pyrrolo[2,3-d]pyrimidin-2-amine C1(CC1)C(CNC=1N=CC2=C(N1)NC=C2C2=CC=C1C(=N2)N(C(=N1)C)C(C)C)(F)F